2-(2-bromo-3-hydroxy-cyclohexyl)-isoindole-1,3-dione BrC1C(CCCC1O)N1C(C2=CC=CC=C2C1=O)=O